COC=1C=C(C=CC1)NC1=C2C(=NC3=CC=NC=C13)N1C(=N2)C=NC=C1 N-(3-methoxyphenyl)pyrazino[6',1':2,3]imidazo[4,5-b][1,6]naphthyridin-12-amine